(S)-3,3-difluoro-5-((4-((2-hydroxy-1-phenylethyl)amino)-5-(3-(2-hydroxypropan-2-yl)-1,2,4-oxadiazol-5-yl)pyridin-2-yl)amino)isoindolin-1-one FC1(NC(C2=CC=C(C=C12)NC1=NC=C(C(=C1)N[C@H](CO)C1=CC=CC=C1)C1=NC(=NO1)C(C)(C)O)=O)F